2-[[2-[4-bromo-3-[[tert-butyl(dimethyl)silyl]oxymethyl]-5-fluoro-anilino]-5-chloro-pyrimidin-4-yl]amino]cyclohexanecarbonitrile BrC1=C(C=C(NC2=NC=C(C(=N2)NC2C(CCCC2)C#N)Cl)C=C1F)CO[Si](C)(C)C(C)(C)C